ClCCCCCC(=O)NC1=CC=C(C=C1)C=1SC=C(N1)C(=O)N[C@@H](CO)C(=O)[O-] N-(2-(4-(6-chlorohexanamido)phenyl)thiazole-4-carbonyl)-Z-serinate